2-[1-[(2R)-2-(2-ethylphenyl)-2-(oxacyclohex-4-yloxy)ethyl]-5-methyl-6-(1,3-oxazol-2-yl)-2,4-dioxo-1H,2H,3H,4H-thieno[2,3-d]pyrimidin-3-yl]-2-methylpropionic acid C(C)C1=C(C=CC=C1)[C@H](CN1C(N(C(C2=C1SC(=C2C)C=2OC=CN2)=O)C(C(=O)O)(C)C)=O)OC2CCOCC2